CN(C(=O)C(C[C@@H](C(=O)OCC)NC([C@H](CC(C)C)NC(C(CCCCCCC)CCCCC=C)=O)=O)CC=C)C ethyl (2S)-4-(dimethylcarbamoyl)-2-((2S)-2-(2-(hex-5-en-1-yl)nonanamido)-4-methylpentanamido)hept-6-enoate